ClC1=C(C(=O)NC)C=CC(=C1)C[C@@H](CNC(C[C@@H](C(C)C)C1=CC=CC=C1)=O)N(C)C 2-chloro-4-((S)-2-(dimethylamino)-3-((S)-4-methyl-3-phenylpentanamido)propyl)-N-methylbenzamide